(+)-N-cis-4-hydroxytetrahydrofuran-3-yl-2-(1-methyl-1H-pyrazol-4-yl)-3-oxo-6-[4-(trifluoromethyl)phenyl]-2,3-dihydropyridazine-4-carboxamide OC1C(COC1)C1=C(C(N(N=C1C1=CC=C(C=C1)C(F)(F)F)C=1C=NN(C1)C)=O)C(=O)N